C1(CCCCCC1)N1C(=NC2=C1C=CC=C2)NC2=CC=C(C(=O)NO)C=C2 4-((1-cycloheptyl-1H-benzo[d]imidazol-2-yl)amino)-N-hydroxybenzamide